C12(CC3(CC(CC(C1)C3)C2)O)O 1,3-Adamantanediol